ClC=1C(=C(CNC(CN(C(CN2N=C(C3=CC=CC=C23)C(=O)N)=O)[C@H](C)CCO)=O)C=CC1)F (R)-1-(2-((2-((3-chloro-2-fluorobenzyl)amino)-2-oxoethyl)(4-hydroxybut-2-yl)amino)-2-oxoethyl)-1H-indazole-3-carboxamide